5-amino-6-(((tert-Butoxycarbonyl)(methyl)amino)methyl)nicotinic acid methyl ester COC(C1=CN=C(C(=C1)N)CN(C)C(=O)OC(C)(C)C)=O